NC1=NC=C(C=C1C1=NC=C(C=C1)C(=O)N(C)C)C1=NC=NC(=C1)N 2'-amino-5'-(6-aminopyrimidin-4-yl)-N,N-dimethyl-[2,3'-bipyridine]-5-carboxamide